1-(6-Isobutyl-3,3-dimethyl-2,3-dihydro-pyrrolo[3,2-c]pyridin-1-yl)-2-((2R,5R)-2-methoxymethyl-5-methyl-piperazin-1-yl)-ethanone C(C(C)C)C1=CC2=C(C=N1)C(CN2C(CN2[C@H](CN[C@@H](C2)C)COC)=O)(C)C